4-(4-fluoro-3-(3-((phenylamino)methyl)azetidine-1-carbonyl)benzyl)phthalazin-1(2H)-one FC1=C(C=C(CC2=NNC(C3=CC=CC=C23)=O)C=C1)C(=O)N1CC(C1)CNC1=CC=CC=C1